ClC=1C=C(C(=O)N2CC=3C(=NN4C3C(N(C[C@H]4C(=O)O)C(C)C4=NC=C(N=C4)C(F)(F)F)=O)C[C@H]2C)C=CC1Cl (3R,7S)-2-(3,4-dichlorobenzoyl)-3-methyl-10-oxo-9-(1-(5-(trifluoromethyl)pyrazin-2-yl)ethyl)-1,2,3,4,7,8,9,10-octahydropyrido[4',3':3,4]pyrazolo[1,5-a]pyrazine-7-carboxylic acid